IC1=C(OC2OCCCC2)C=CC(=C1)OCCCCCCCC 2-(2-iodo-4-(octyloxy)phenoxy)tetrahydro-2H-pyran